N-(4-hydroxybenzyl)-9H-pyrido[3,4-b]indole-1-carboxamide OC1=CC=C(CNC(=O)C2=NC=CC3=C2NC2=CC=CC=C32)C=C1